(4-(5-hydroxypyridin-2-yl)piperazin-1-yl)-2-(4-methylbenzyl)isoxazolidin-3-one OC=1C=CC(=NC1)N1CCN(CC1)C1C(N(OC1)CC1=CC=C(C=C1)C)=O